C(C)(C)(C)OC(C(CC1=CC=C(C=C1)OC)NCC(=O)NC1=C(C=CC(=C1)Cl)N1N=NC(=C1)Cl)=O 2-((2-((5-Chloro-2-(4-chloro-1H-1,2,3-triazol-1-yl)phenyl)amino)-2-oxoethyl)amino)-3-(4-methoxyphenyl)propanoic acid tert-butyl ester